O1CCC(CC1)C1C2(CC2CN1)C1=CC=C(C=C1)B1OC(C(O1)(C)C)(C)C (tetrahydro-2H-pyran-4-yl)-1-(4-(4,4,5,5-tetramethyl-1,3,2-dioxaborolan-2-yl)phenyl)-3-azabicyclo[3.1.0]hexane